(4-iodophenyl)(methyl)carbamic acid IC1=CC=C(C=C1)N(C(O)=O)C